ClC1=C(C=CC=C1F)C1N=C(NC(=C1C(=O)OC)[C@@H]1O[C@@H](CC1)C(=O)OC)C=1SC=CN1 cis-Methyl 4-(2-chloro-3-fluorophenyl)-6-(5-(methoxycarbonyl)-tetrahydro-furan-2-yl)-2-(thiazol-2-yl)-1,4-dihydropyrimidine-5-carboxylate